The molecule is a hydroxyeicosatrienoic acid that consists of 6E,8Z,11Z-eicosatrienoic acid bearing a 5-hydroxy substituent. It has a role as a metabolite. It derives from a (5Z,8Z,11Z)-icosatrienoic acid. CCCCCCCC/C=C\\C/C=C\\C=C\\C(CCCC(=O)O)O